lithium 2,2,6,6-tetramethylpiperidin-1-amide CC1(N(C(CCC1)(C)C)C(=O)N)C.[Li]